O=C1NC(CCC1N1C(C2=CC=C(C=C2C1=O)C(=O)NCC1=CC=C(C=C1)OCC=1C(=C(C=CC1)C1=CC=CC=C1)C)=O)=O 2-(2,6-Dioxopiperidin-3-yl)-N-(4-((2-methyl-[1,1'-biphenyl]-3-yl)methoxy)benzyl)-1,3-dioxoisoindoline-5-carboxamide